tert-butyl 3-(4-amino-2-methoxy-5-(methoxycarbonyl)phenyl)azetidine-1-carboxylate NC1=CC(=C(C=C1C(=O)OC)C1CN(C1)C(=O)OC(C)(C)C)OC